CC1(CCC1)CNC(=O)C=1C(=NN2C1N=CC=C2)NC(OC(C)(C)C)=O tert-Butyl (3-(((1-methylcyclobutyl)methyl)carbamoyl)pyrazolo[1,5-a]pyrimidin-2-yl)carbamate